p-tolylsulfonate C1(=CC=C(C=C1)S(=O)(=O)[O-])C